2-(2-chloroethoxy)propane ClCCOC(C)C